C1(=CC=CC=C1)C1=C(C(=NN=N1)C1=C(C=CC=2OC3=C(C21)C=CC=C3)C3=CC=CC=C3)C=3C2(C1=CC4=CC=CC=C4C1=CC3)C=CC=C3C1=CC=CC=C1C=C32 phenyl(spirobi[fluorene]yl)(phenyl-dibenzofuranyl)triazine